CNC(C1=NC(=C(C=C1)N1CCN(CC1)CC1=CC(=NC=C1)NC(=O)C1(CC1)NC)C)=O N,6-dimethyl-5-(4-((2-(1-(methylamino)cyclopropanecarboxamido)pyridin-4-yl)methyl)piperazin-1-yl)picolinamide